FC1=C(C(=CC=C1)F)C1=CC=C(C(=O)N2CCN(CC2)C2=NC3=CC=CC=C3C(N2)=O)C=C1 2-[4-[4-(2,6-Difluorophenyl)benzoyl]piperazin-1-yl]-3H-quinazolin-4-one